N1=CC(=CC=C1)C[C@@]12C=CC[C@H]1[C@@H]1CC=C3CCCC[C@]3(C)[C@H]1CC2 (3-pyridyl)androstane-5,16-diene